ClC=1C(=NC=CC1)N1N=C(C=C1C(=O)O)CN1N=NC(=C1)C(F)(F)F 2-(3-chloro-2-pyridyl)-5-[[4-(trifluoromethyl)triazol-1-yl]methyl]pyrazole-3-carboxylic acid